Tri-n-octylaluminum C(CCCCCCC)[Al](CCCCCCCC)CCCCCCCC